OC1=C(C=CC(=C1)F)N=C1C(OC2=CC=CC=C2C1)=O 3-((2-hydroxy-4-fluorophenyl)imino)coumarin